1,3,5-trimethyltrisiloxane C[SiH2]O[SiH](O[SiH2]C)C